(R)-methyl 4-chloro-6-(3-methyl morpholino)picolinate ClC1=CC(=NC(=C1)N1[C@@H](COCC1)C)C(=O)OC